ClC=1C(=C(C=CC1)C=1C(=CC=C2C(=C(C=NC12)NC(=O)C1=CC=NC2=CC=CC=C12)N1CCOCC1)F)F N-(8-(3-chloro-2-fluorophenyl)-7-fluoro-4-morpholinoquinolin-3-yl)quinoline-4-carboxamide